methyldiethoxysilicon C[Si](OCC)OCC